C1(CC1)C=1NN=C(C1)NC(=O)[C@@H]1CN(C(C1)=O)C1=CC(=C(C=C1)F)C (S)-N-(3-cyclopropyl-2H-pyrazol-5-yl)-1-(4-fluoro-3-methylphenyl)-5-oxopyrrolidine-3-carboxamide